3,5-bis(difluoromethylsulfonyl)benzoic acid methyl ester COC(C1=CC(=CC(=C1)S(=O)(=O)C(F)F)S(=O)(=O)C(F)F)=O